3-(4-(2-Hydroxyethoxy)phenyl)-1-(4-methoxybenzyl)piperidine-2,6-dione OCCOC1=CC=C(C=C1)C1C(N(C(CC1)=O)CC1=CC=C(C=C1)OC)=O